3-bromo-5-(1,3-dioxolan-2-yl)pyridine tert-butyl-N-[3-[[4-[1-(3-chloro-5-cyano-4-hydroxy-phenyl)-1-methyl-ethyl]phenoxy]methyl]-1-bicyclo[1.1.1]pentanyl]carbamate C(C)(C)(C)OC(NC12CC(C1)(C2)COC2=CC=C(C=C2)C(C)(C)C2=CC(=C(C(=C2)C#N)O)Cl)=O.BrC=2C=NC=C(C2)C2OCCO2